NCC1=CC(=CN=N1)NC1C(NC(CC1)=O)=O 3-((6-(Aminomethyl)pyridazin-4-yl)amino)piperidine-2,6-dione